(R)-2-(7-cyclopropyl-2-((1-methylpiperidin-3-yl)amino)thiazolo[4,5-d]pyrimidin-5-yl)-5-(trifluoromethyl)phenol C1(CC1)C=1C2=C(N=C(N1)C1=C(C=C(C=C1)C(F)(F)F)O)N=C(S2)N[C@H]2CN(CCC2)C